CC1(CC=C(CC1)CCC=C(C)C)C=O 1-methyl-4-(4-methyl-3-pentenyl)-3-cyclohexene-1-aldehyde